((2R,5R)-5-(aminomethyl)tetrahydrofuran-2-yl)((S)-1-(4-fluorophenyl)-3,4-dihydroisoquinolin-2(1H)-yl)methanone NC[C@H]1CC[C@@H](O1)C(=O)N1[C@H](C2=CC=CC=C2CC1)C1=CC=C(C=C1)F